[5-[[tert-Butyl(diphenyl)silyl]oxymethyl]-4-(hydroxymethyl)-2-methyl-3-pyridyl]methanol Sodium borohydride [BH4-].[Na+].[Si](C1=CC=CC=C1)(C1=CC=CC=C1)(C(C)(C)C)OCC=1C(=C(C(=NC1)C)CO)CO